alpha-ketoglutaramate O=C(C(=O)[O-])CCC(=O)N